C(C)OC1=CC=C(C=C1)S(=O)(=O)NC=1C=C(C(=O)NC2=NC=C(C=C2)C)C=CC1 3-((4-ethoxyphenyl)sulfonamido)-N-(5-methylpyridin-2-yl)benzamide